3-(3-Chlorophenyl)-1-(1,3-dithian-2-yl)-2-phenylprop-2-en-1-one ClC=1C=C(C=CC1)C=C(C(=O)C1SCCCS1)C1=CC=CC=C1